4-(4-((1R,5S)-3,8-Diazabicyclo[3.2.1]octan-3-yl)-2-((2-chloro-4H-furo[3,2-b]pyrrol-5-yl)methoxy)-8-fluoropyrido[4,3-d]pyrimidin-7-yl)-5,6-difluoronaphthalen-2-ol [C@H]12CN(C[C@H](CC1)N2)C=2C1=C(N=C(N2)OCC2=CC3=C(N2)C=C(O3)Cl)C(=C(N=C1)C1=CC(=CC3=CC=C(C(=C13)F)F)O)F